(3-biphenylyl)tris(3-phenyl-propyl)silane C1(=CC(=CC=C1)[Si](CCCC1=CC=CC=C1)(CCCC1=CC=CC=C1)CCCC1=CC=CC=C1)C1=CC=CC=C1